FC1=C(C=CC(=C1)F)C1=CC=C(C=C1)C(C)=O 1-(2',4'-difluoro-[1,1'-biphenyl]-4-yl)ethan-1-one